Triphenylenetriamine C1(=C(C(=CC=2C3=CC=CC=C3C3=CC=CC=C3C12)N)N)N